FC(C(CC=C)(O)C1=CC=C(C=C1)C)(F)F 1,1,1-trifluoro-2-(4-methylphenyl)-4-penten-2-ol